ClC=1C=C(C(=NC1)OC)S(=O)(=O)NC1=C(C(=C(C=C1)F)C=1C=CC=2N(C1F)C=NC2C=2N(C=C(N2)Cl)COCC[Si](C)(C)C)F 5-chloro-N-[3-[1-(4-chloro-1-[[2-(trimethylsilyl)ethoxy]methyl]imidazol-2-yl)-5-fluoroimidazo[1,5-a]pyridin-6-yl]-2,4-difluorophenyl]-2-methoxypyridine-3-sulfonamide